Ethyl (E)-4-({4-[7-chloro-10-(3-hydroxypropyl)-11-oxo-10,11-dihydro-5H-dibenzo[b,e][1,4]diazepin-5-yl]butyl}amino)but-2-enoate ClC1=CC2=C(N(C(C3=C(N2CCCCNC/C=C/C(=O)OCC)C=CC=C3)=O)CCCO)C=C1